O[C@@H]1CN(CC1)CC=1NC(C=2SC(=C3OCCCC1C23)C2=CC=NC=C2)=O (S)-5-((3-hydroxypyrrolidin-1-yl)methyl)-1-(pyridin-4-yl)-4,6,7,8-tetrahydro-3H-9-oxa-2-thia-4-azabenzo[cd]azulen-3-one